(2S,4R)-(9H-fluoren-9-yl)methyl-4-(tert-butoxy)-2-(((S)-1-methoxy-1-oxo-3-((S)-2-oxopyrrolidin-3-yl)propan-2-yl)carbamoyl)pyrrolidine-1-carboxylate C1=CC=CC=2C3=CC=CC=C3C(C12)COC(=O)N1[C@@H](C[C@H](C1)OC(C)(C)C)C(N[C@H](C(=O)OC)C[C@H]1C(NCC1)=O)=O